FC1=C(OCCCCCCCCCCCP(OC)=O)C=CC(=C1F)C1CCC(CC1)CCCCC methyl {11-[2,3-difluoro-4-(4-pentylcyclohexyl)phenoxy]undecyl}-phosphinate